C(=O)C1=C(C=NC(=C1O)C)COP(=O)(OC1=CC=CC=C1)N1[C@@H](CCC1)C(=O)OC (2S)-Methyl 1-(((4-formyl-5-hydroxy-6-methylpyridin-3-yl)methoxy)(phenoxy)phosphoryl)pyrrolidine-2-carboxylate